3-methyl-pentyl acrylate C(C=C)(=O)OCCC(CC)C